3-benzyl-5-chloro-4-oxo-3,4-dihydroquinazoline C(C1=CC=CC=C1)N1C=NC2=CC=CC(=C2C1=O)Cl